2-(furan-2-yl)-benzoxazole O1C(=CC=C1)C=1OC2=C(N1)C=CC=C2